Bis-(2-aminopropyl)ether NC(COCC(C)N)C